1,1,1,3,3,5,5-heptamethyl-trisiloxane C[Si](O[Si](O[SiH](C)C)(C)C)(C)C